(1-(2-amino-6-(1H-pyrazol-3-yl)pyrimidin-4-yl)azetidin-3-yl)(methyl)carbamic acid tert-butyl ester C(C)(C)(C)OC(N(C)C1CN(C1)C1=NC(=NC(=C1)C1=NNC=C1)N)=O